5-chloro-2-(4-pyridinyl)-4-[(3S)-3-(trifluoromethyl)piperazin-1-yl]-1H-pyrimidin-6-one ClC1=C(N=C(NC1=O)C1=CC=NC=C1)N1C[C@H](NCC1)C(F)(F)F